β,β,2-trifluoro-4-pyridinepropanoic acid FC(CC(=O)O)(C1=CC(=NC=C1)F)F